FC(C=O)=CC1=NC(=CC=C1)OC 2-fluoro-3-(6-methoxypyridin-2-yl)prop-2-en-1-one